ClC1=C(C(=C(C=C1OC)OC)Cl)C1=CC2=C(N=C(N=C2)N[C@@H]2CNCC[C@@H]2NC(C=C)=O)C(N1)=O N-((3R,4S)-3-((6-(2,6-dichloro-3,5-dimethoxyphenyl)-8-oxo-7,8-dihydropyrido[3,4-d]pyrimidin-2-yl)amino)piperidin-4-yl)acrylamide